1-(3-((4-((5-([1,2,4]triazolo[1,5-a]pyridin-5-yl)-2-methoxyphenyl)amino)-7-methoxy-quinazolin-6-yl)oxy)azetidin-1-yl)prop-2-en-1-one N=1C=NN2C1C=CC=C2C=2C=CC(=C(C2)NC2=NC=NC1=CC(=C(C=C21)OC2CN(C2)C(C=C)=O)OC)OC